BrC=1C(=NC=NC1)N[C@H](C(=O)O)CCN(CCCCC1=NC=2NCCCC2C=C1)CCOC1=CC=CC=C1 (S)-2-((5-bromopyrimidin-4-yl)amino)-4-((2-phenoxyethyl)(4-(5,6,7,8-tetrahydro-1,8-naphthyridin-2-yl)butyl)amino)butanoic acid